ethyl ((S)-(perfluorophenoxy)-(phenoxy)phosphoryl)-L-alaninate FC1=C(O[P@@](=O)(OC2=CC=CC=C2)N[C@@H](C)C(=O)OCC)C(=C(C(=C1F)F)F)F